C(C)(C)(C)OC(=O)N1CC(C1)OC=1C=NC=C(C1)F 3-((5-Fluoropyridin-3-yl)oxy)azetidine-1-carboxylic acid tert-butyl ester